C1(=CC(=CC=C1)C1=C2C=CC=CC2=C(C2=CC=CC=C12)C1=CC=CC=2C3=C(OC21)C=CC(=C3)Cl)C3=CC=CC=C3 6-(10-([1,1'-biphenyl]-3-yl)anthracen-9-yl)-2-chlorodibenzofuran